(R)-2-(((R)-2-hydroxy-1-phenylethyl)amino)-2-methylhexan-1-ol OC[C@@H](C1=CC=CC=C1)N[C@@](CO)(CCCC)C